BrC1=C(C=C(C=C1C(F)(F)F)F)Cl 2-bromo-1-chloro-5-fluoro-3-(trifluoromethyl)benzene